ClC=1C=C(C=C(C1OC1=CC=C2CCNC(C2=C1)=O)Cl)NC(=O)C1=NOC(N1)=O N-(3,5-dichloro-4-((1-oxo-1,2,3,4-tetrahydroisoquinolin-7-yl)oxy)phenyl)-5-oxo-4,5-dihydro-1,2,4-oxadiazole-3-carboxamide